OC1=C(C=C(C(=O)O)C=C1[N+](=O)[O-])OC 4-hydroxy-3-methoxy-5-nitrobenzoic acid